ClC=1C(=C(C=CC1)NC1=C(NC2=C1C(NCC2)=O)C2=C(C=NC=C2)OC[C@@H]2N([C@@H](CC2)C)C(C=C)=O)OC 3-[(3-chloro-2-methoxyphenyl)amino]-2-(3-{[(2R,5R)-5-methyl-1-(prop-2-enoyl)pyrrolidin-2-yl]methoxy}pyridin-4-yl)-1H,5H,6H,7H-pyrrolo[3,2-c]pyridin-4-one